1-(6-bromopyridin-3-yl)-2,2,2-trifluoroethanone BrC1=CC=C(C=N1)C(C(F)(F)F)=O